6-(4-fluoro-1-methyl-1H-pyrazol-5-yl)pyridin-3-amine FC=1C=NN(C1C1=CC=C(C=N1)N)C